C(C)(C)(C)[Si](OC[C@H]1CNCC1)(C)C tert-butyl-dimethyl-[[(3R)-pyrrolidin-3-yl]methoxy]silane